NC=1C(=CC(=C(C1)NC1=NC=C(C(=N1)C1=CN(C2=CC=CC=C12)C)C(=O)OC(C)C)OC)N(CC1N(CCC1)C)C Isopropyl 2-((5-amino-2-methoxy-4-(methyl((1-methylpyrrolidin-2-yl)methyl)amino)phenyl)amino)-4-(1-methyl-1H-indol-3-yl)pyrimidine-5-carboxylate